allylaminotriazinyl-glycinamide C(C=C)NN(CC(=O)N)C1=NN=NC=C1